(S)-N-(4-cyano-3-trifluoromethyl-phenyl)-3-(5,6-difluoro-benzoimidazol-1-yl)-2-hydroxy-2-methyl-propionamide C(#N)C1=C(C=C(C=C1)NC([C@@](CN1C=NC2=C1C=C(C(=C2)F)F)(C)O)=O)C(F)(F)F